ClC1=CC=2C=3C=CC(=CC3N(C(N(C2N=C1)CC)=O)C1=C(C=C(C=C1F)NCCNCCO)F)F 4-chloro-10-[2,6-difluoro-4-({2-[(2-hydroxyethyl)amino]ethyl}amino)phenyl]-8-ethyl-13-fluoro-6,8,10-triazatricyclo[9.4.0.02,7]pentadeca-1(11),2(7),3,5,12,14-hexaen-9-one